5-((bis(pyridin-2-ylmethyl)amino)methyl)thiophene-2-carboxylic acid N1=C(C=CC=C1)CN(CC1=NC=CC=C1)CC1=CC=C(S1)C(=O)O